tert-butyl 4-(4-aminobutyl)-6-azaspiro[2.5]octane-6-carboxylate NCCCCC1C2(CC2)CCN(C1)C(=O)OC(C)(C)C